tert-butyl (1-((5-bromopyridin-2-yl)amino)-2-methyl-propan-2-yl)carbamate BrC=1C=CC(=NC1)NCC(C)(C)NC(OC(C)(C)C)=O